3-(naphthalen-2-yl)-5-(pentafluoroethyl)-1,3,4-oxadiazole C1=C(C=CC2=CC=CC=C12)N1COC(=N1)C(C(F)(F)F)(F)F